1-(hexahydropyrrolizin-7a-yl)methanamine C1CCN2CCCC12CN